(4-methoxy-5-prop-1-ynyl-pyrimidin-2-yl)-bis(p-anisoyl)amine COC1=NC(=NC=C1C#CC)N(C(C1=CC=C(C=C1)OC)=O)C(C1=CC=C(C=C1)OC)=O